COC1=CC=C2C=C(C(NC2=C1)=O)C=1N=NN(C1)C1=CC=C(C=C1)C(=O)N1CCOCC1 7-methoxy-3-{1-[4-(morpholine-4-carbonyl)-phenyl]-1H-[1,2,3]triazol-4-yl}-1H-quinolin-2-one